C1(CC1)C(CN1C(COC2=C(C1=O)OC1=C2C=C(C=C1)F)(C(=O)NCC1=C(C=CC=C1)OC)C)O 4-(2-cyclopropyl-2-hydroxyethyl)-9-fluoro-N-(2-methoxybenzyl)-3-methyl-5-oxo-2,3,4,5-tetrahydrobenzofuro[2,3-f][1,4]oxazepine-3-carboxamide